1,4-difluorononane FCCCC(CCCCC)F